7-chloro-1-(5-fluoro-1,3-thiazol-2-yl)-4-oxo-1,4-dihydro-1,8-naphthyridine-3-carboxylic acid ClC1=CC=C2C(C(=CN(C2=N1)C=1SC(=CN1)F)C(=O)O)=O